C(C)(C)(C)OC(=O)N[C@@H](C)C(=O)ON1C(CCC1=O)=O 2,5-dioxopyrrolidin-1-yl N-(tert-butoxycarbonyl)-L-alaninate